C(C)(C)OC1=CC=C(C(=N1)C)N1C2=C(SC=3N=CC=C(NC1=O)C32)C(=O)N ((R)-6-isopropoxy-2-methylpyridin-3-yl)-4-oxo-4,5-dihydro-3H-1-thia-3,5,8-triazaacenaphthylene-2-carboxamide